2,2-difluoro-2-(1,4,8-trioxaspiro[4.5]decane-7-yl)ethane-1-ol FC(CO)(C1CC2(OCCO2)CCO1)F